C(C=C)(=O)N1CC(CC1)N1C=NC=2C(N(C=3C(=C(C(=CC3C21)Cl)C2=CC(=CC1=CC=CC=C21)O)F)C)=O 1-(1-acryloylpyrrolidine-3-yl)-8-chloro-6-fluoro-7-(3-hydroxynaphthalen-1-yl)-5-methyl-1,5-dihydro-4H-imidazo[4,5-c]quinolin-4-one